N-(4-((1r,4r)-4-aminocyclohexyl)phenyl)-3-fluoro-5,7-dihydro-6H-pyrrolo[3,4-b]pyridine-6-carboxamide hydrochloride Cl.NC1CCC(CC1)C1=CC=C(C=C1)NC(=O)N1CC2=NC=C(C=C2C1)F